2-(7-((2S,5R)-2,5-diethyl-4-(1-(2-methoxyquinoxalin-6-yl)ethyl)piperazin-1-yl)-4-methyl-5-oxo-4,5-dihydro-2H-pyrazolo[4,3-b]pyridin-2-yl)acetonitrile C(C)[C@@H]1N(C[C@H](N(C1)C(C)C=1C=C2N=CC(=NC2=CC1)OC)CC)C=1C=2C(N(C(C1)=O)C)=CN(N2)CC#N